CS(=O)(=O)C1=CC=CC=2C=3N(C(=NC12)N[C@H]1C(NCCNC1)=O)N=C(N3)C=3C=NN(C3)C (6R)-6-{[7-(methanesulfonyl)-2-(1-methyl-1H-pyrazol-4-yl)[1,2,4]triazolo[1,5-c]quinazolin-5-yl]amino}-1,4-diazepan-5-one